OCCN1C(CCC1=O)=O 1-(2-hydroxyethyl)pyrrolidine-2,5-dione